C(C=C)N1S(N(CC=2C=C(C=3C(=CNC3C21)Cl)Cl)CCCOCCOCCOC)(=O)=O 1-allyl-6,7-dichloro-3-(3-(2-(2-methoxyethoxy)ethoxy)propyl)-1,3,4,9-tetrahydro-[1,2,6]thiadiazino[4,3-g]indole 2,2-dioxide